N-[(2S)-2-aminopropyl]-4-[4-[[3-[2-chloro-4-(cyanomethoxy)-3-fluoro-phenyl]imidazo[1,2-a]pyrazin-8-yl]amino]-2-methyl-benzoyl]piperazine-1-carboxamide formate C(=O)O.N[C@H](CNC(=O)N1CCN(CC1)C(C1=C(C=C(C=C1)NC=1C=2N(C=CN1)C(=CN2)C2=C(C(=C(C=C2)OCC#N)F)Cl)C)=O)C